FC=1C=CC=C2[C@@H](N(C(=NC12)N1CCN(CC1)C1=CC(=CC=C1)OC)C1=C(C=CC(=C1)C(F)(F)F)OC)CC(=O)O ((S)-8-fluoro-2-[4-(3-methoxyphenyl)piperazin-1-yl]-3-[2-methoxy-5-(trifluoromethyl)phenyl]-3,4-dihydroquinazolin-4-yl)acetic acid